BrC=1C=NN2C1N=C(N=C2NCC2=CC=C(C=C2)NC(C)=O)N2[C@H](CCC2)CO (R)-N-(4-(((8-Bromo-2-(2-(hydroxymethyl)pyrrolidin-1-yl)pyrazolo[1,5-a][1,3,5]triazin-4-yl)amino)methyl)phenyl)acetamide